NC1=CC(=NC(=C1)CN1CCOCCOCCN(CCOCCOCC1)CC1=NC(=CC=C1)C(=O)OC)C(=O)OC Methyl 4-amino-6-[[16-[(6-methoxycarbonyl-2-pyridyl)methyl]-1,4,10,13-tetraoxa-7,16-diazacyclooctadec-7-yl]methyl]pyridine-2-carboxylate